CC1CN(C(=CC1)C=1C=NC(=NC1)C)C(=O)OC(C)(C)C tert-Butyl 3-methyl-6-(2-methylpyrimidin-5-yl)-3,4-dihydro-2H-pyridine-1-carboxylate